CN1N=CC(=C1)OCCNC(N)=O 3-(2-((1-methyl-1H-pyrazol-4-yl)oxy)ethyl)urea